(4-((3-azaspiro[5.5]undecan-9-yl)methyl)piperazin-1-yl)((1R,4R)-4-(4-(((R)-1-(4-Bromothiophen-2-yl)ethyl)amino)-7-methoxy-2-methylquinazolin-6-yl)cyclohexyl)methanone C1CNCCC12CCC(CC2)CN2CCN(CC2)C(=O)C2CCC(CC2)C=2C=C1C(=NC(=NC1=CC2OC)C)N[C@H](C)C=2SC=C(C2)Br